N[C@H](CC=1C=C2C(=NC(=NN2C1C#CC)Cl)NCC=1OC=CC1)COC(F)F (R)-6-(2-amino-3-(difluoromethoxy)propyl)-2-chloro-N-(furan-2-ylmethyl)-7-(prop-1-yn-1-yl)pyrrolo[2,1-f][1,2,4]triazin-4-amine